5,6-Dichloropicric acid ClC1C(=CC([N+](=O)[O-])=C(C1([N+](=O)[O-])Cl)O)[N+](=O)[O-]